O[C@H](C[C@H](C(C)C)N(C([C@H]([C@H](CC)C)NC(=O)[C@@H]1N(CCCC1)C)=O)OCCCCC)C=1SC=C(N1)C(=O)O 2-((1R,3R)-1-Hydroxy-4-methyl-3-((2S,3S)-3-methyl-2-((R)-1-methylpiperidine-2-carboxamido)-N-(pentyloxy)pentanamido)pentyl)thiazole-4-carboxylic acid